benzyl-2-(2-chlorophenyl)-1H-benzo[d]Imidazole-6-carbonitrile C(C1=CC=CC=C1)N1C(=NC2=C1C=C(C=C2)C#N)C2=C(C=CC=C2)Cl